N1N=CC(=C1)C1=CC=C(C=C1)N1C(C2(CC1)NC1=CC(=CC=C1C2)OCC(C)(C)O)=O (4-(1H-pyrazol-4-yl)phenyl)-6-(2-hydroxy-2-methylpropoxy)spiro[indoline-2,3'-pyrrolidin]-2'-one